4-(4-{[2,4-Bis(trifluoromethyl)phenoxy]methyl}-3-methoxyphenyl)-2H,6H,7H-pyrazolo[3,4-b]pyridin-6-on FC(C1=C(OCC2=C(C=C(C=C2)C=2C=3C(NC(C2)=O)=NNC3)OC)C=CC(=C1)C(F)(F)F)(F)F